OC1=CC=C(C=C1)C(O)C1=CC=C(C=C1)O bis(4-hydroxyphenyl)methanol